C(CCCCCCCCCCC)C1C(N(C(C1)=O)C1CC(NC(C1)(C)C)(C)C)=O 3-Dodecyl-1-(2,2,6,6-tetramethyl-4-piperidyl)-pyrrolidine-2,5-dione